butyl-sulfophthalide C(CCC)C1(OC(=O)C2=CC=CC=C12)S(=O)(=O)O